2-isopropyl-4-oxo-3,4,5,6-tetrahydropyrido[3,4-d]pyrimidine-7(8H)-carboxylic acid tert-butyl ester C(C)(C)(C)OC(=O)N1CC=2N=C(NC(C2CC1)=O)C(C)C